IC1=C(C(C(=O)O)=CC(=C1I)I)O 3,4,5-tri-iodosalicylic acid